(4Z)-2-[(6,6-Dimethyltetrahydropyran-3-yl)amino]-4-[(1-methylindazol-5-yl)methylene]-1H-imidazol-5-one CC1(CCC(CO1)NC=1NC(/C(/N1)=C/C=1C=C2C=NN(C2=CC1)C)=O)C